CC1=NN=C(S1)C1=CC=C(C(=O)N([C@H]2CNCCC2)C2=NC=CC3=CC=CC(=C23)C)C=C1 (R)-4-(5-methyl-1,3,4-thiadiazol-2-yl)-N-(8-methylisoquinolin-1-yl)-N-(piperidin-3-yl)benzamide